7-(Diethylamino)coumarin-3-carboxylate C(C)N(C1=CC=C2C=C(C(OC2=C1)=O)C(=O)[O-])CC